COC1=CC=C(C=C1)N1CCC(CC1)N1C(=NC=2C(=NC=CC21)C)C=2C(=NC=CN2)N 3-{1-[1-(4-methoxyphenyl)piperidine-4-yl]-4-methyl-1H-imidazo[4,5-c]pyridin-2-yl}pyrazin-2-amine